C1(=CC=CC=C1)C1=NC(=CC(=C1)C1=CC=C(C(=C1)C1=CC=CC=C1)C1=CC=CC=C1)C1=CC=CC=C1 5'-(2,6-diphenylpyridin-4-yl)-[1,1':2',1''-terphenyl]